4-(5-((4-(Hydroxymethyl)phenoxy)methyl)-2-(trifluoromethyl)oxazolidin-3-yl)-2-(trifluoromethyl)benzonitril OCC1=CC=C(OCC2CN(C(O2)C(F)(F)F)C2=CC(=C(C#N)C=C2)C(F)(F)F)C=C1